2-O-(phenethylaminocarbonyl)-lactic acid C(CC1=CC=CC=C1)NC(=O)OC(C(=O)O)C